N-(4-((3-aminopropyl)((2S,4R)-2-methyl-1-propionyl-1,2,3,4-tetrahydroquinolin-4-yl)amino)phenyl)-2-(3-(4-(2-((R)-2,4-dimethyl-3-oxopiperazin-1-yl)ethoxy)phenyl)ureido)acetamide NCCCN(C1=CC=C(C=C1)NC(CNC(=O)NC1=CC=C(C=C1)OCCN1[C@@H](C(N(CC1)C)=O)C)=O)[C@@H]1C[C@@H](N(C2=CC=CC=C12)C(CC)=O)C